C(C1=CC=CC=C1)(=O)OC(CC)C(C(CC)(OC(C1=CC=CC=C1)=O)CC)C 4-methyl-5-ethyl-3,5-heptanediol dibenzoate